C[C@@H]1N(CC1)C=1N=C(C2=C(N1)CCC2)C=2NC=1C=CC=C(C1C2)C(=O)N (S)-2-(2-(2-methylazetidin-1-yl)-6,7-dihydro-5H-cyclopenta[d]pyrimidin-4-yl)-1H-indole-4-carboxamide